F[C@@H]\1[C@@]2(C[C@@H]([C@](C/C1=C\C=1N=CC(=NC1)C1=C(C=C(C=C1)N1C=NC=C1)O)(N2)C)F)C 2-(5-((E)-((1s,2s,5s,6s)-2,6-difluoro-1,5-dimethyl-8-azabicyclo[3.2.1]oct-3-ylidene)methyl)pyrazin-2-yl)-5-(1H-imidazol-1-yl)phenol